2-(2,4-dimethoxypyrimidin-5-yl)-5-methyl-1,3,4-oxadiazole COC1=NC=C(C(=N1)OC)C=1OC(=NN1)C